tert-butyl 2,2-difluoro-6-hydroxyhexanoate FC(C(=O)OC(C)(C)C)(CCCCO)F